isononyl benzoate (r-isononyl benzoate) C(CCCCCC(C)C)C1=C(C(=O)O)C=CC=C1.C(C1=CC=CC=C1)(=O)OCCCCCCC(C)C